tert-Butyl ((3S,5R)-1-(5-chloro-4-((7-(2-chloroethoxy)-1-methyl-2-oxo-2,3-dihydro-1H-benzo[d]imidazol-5-yl)amino)pyrimidin-2-yl)-5-methylpiperidin-3-yl)carbamate ClC=1C(=NC(=NC1)N1C[C@H](C[C@H](C1)C)NC(OC(C)(C)C)=O)NC1=CC2=C(N(C(N2)=O)C)C(=C1)OCCCl